ClC=1C=CC(=C(C1)C1=CC(=C(N1C)C)C(=O)OCC)C(=O)N1CC2=CC=CC=C2C[C@H]1CN1CCOCC1 Ethyl 5-{5-chloro-2-[(3S)-3-[(morpholin-4-yl)methyl]-3,4-dihydroisoquinoline-2(1H)-carbonyl]phenyl}-1,2-dimethyl-1H-pyrrole-3-carboxylate